neopentylene phosphite P1(OCC(CO1)(C)C)[O-]